pentakis(diethylamino)tantalum (V) C(C)N(CC)[Ta](N(CC)CC)(N(CC)CC)(N(CC)CC)N(CC)CC